tert-butyl (2-amino-3-nitrophenyl)carbamate NC1=C(C=CC=C1[N+](=O)[O-])NC(OC(C)(C)C)=O